(M)-1-(4-(3-(tert-Butyl)cyclobutyl)-5-fluoro-2-methoxyphenyl)-N-(isoxazol-3-yl)-2-oxo-1,2-dihydroquinoline-6-sulfonamide C(C)(C)(C)C1CC(C1)C1=CC(=C(C=C1F)N1C(C=CC2=CC(=CC=C12)S(=O)(=O)NC1=NOC=C1)=O)OC